tert-butyl (S)-2-(4-(5-chloro-2-(1H-tetrazol-1-yl) phenyl)-2,3-dioxopiperazin-1-yl)-3-phenylpropionate ClC=1C=CC(=C(C1)N1C(C(N(CC1)[C@H](C(=O)OC(C)(C)C)CC1=CC=CC=C1)=O)=O)N1N=NN=C1